4-allylcatechol dimethacrylate C(C(=C)C)(=O)OC=1C(OC(C(=C)C)=O)=CC(=CC1)CC=C